8-(thiophen-3-ylmethyl)imidazo[1,2-a]pyrazine-6-carbonitrile S1C=C(C=C1)CC=1C=2N(C=C(N1)C#N)C=CN2